[Na].ClC1=C(C(=C(C(=C1O)Cl)Cl)Cl)Cl Pentachlorophenol, sodium salt